[SiH3]CCCNC(C1=CC(=C(C(=C1)OC)OC)OC)=O N-(3-silylpropyl)-3,4,5-trimethoxybenzamide